tert-butyl ((8R,9aS)-2-((R)-1-cyano-3-methylbutyl)-1-oxo-5-phenethyloctahydro-1H-pyrrolo[1,2-a][1,4]diazepin-8-yl)carbamate C(#N)[C@@H](CC(C)C)N1C([C@H]2N(C(CC1)CCC1=CC=CC=C1)C[C@@H](C2)NC(OC(C)(C)C)=O)=O